ClC1=CC(=C(C=C1)NC(=O)C1CC12CC2)C(N[C@H](C(C(=O)NC2CC2)=O)C[C@H]2C(N[C@@H](C2)C)=O)=O N-[4-chloro-2-[[(1S)-3-(cyclopropylamino)-1-[[(3S,5R)-5-methyl-2-oxo-pyrrolidin-3-yl]methyl]-2,3-dioxo-propyl]carbamoyl]phenyl]spiro[2.2]pentane-2-carboxamide